CCC(CCCCCCC=CC=CC=CC=CC=CC(=O)O)O 18-hydroxyeicosapentaenoic acid